C(C=C)(=O)OCO[Si](C)(C)CCC acryloyloxy-propyldimethylmethoxysilane